C1(CC1)C1=NC(=NO1)C=1C(=C(C=CC1)NC1=CC=NC=C1C(=O)NC)OC([2H])([2H])[2H] 4-((3-(5-cyclopropyl-1,2,4-oxadiazol-3-yl)-2-(methoxy-d3)phenyl)Amino)-N-methylnicotinamide